tert-butyl 3-fluoro-2-(methylcarbamoyl)-7,8-dihydro-4H-pyrazolo[1,5-a][1,4]diazepine-5(6H)-carboxylate FC=1C(=NN2C1CN(CCC2)C(=O)OC(C)(C)C)C(NC)=O